CNC1=CC(=NC=C1C=1SC(=NN1)N1CCC(CC1)N1CCNCC1)N1C=CC=2C1=NC=C(C2)C#N 1-(4-(Methylamino)-5-(5-(4-(piperazin-1-yl)piperidin-1-yl)-1,3,4-thiadiazol-2-yl)pyridine-2-yl)-1H-pyrrolo[2,3-b]pyridine-5-carbonitrile